6-(4-(1-(4-(2-fluorophenyl)piperazin-1-yl)ethyl)benzyl)-1-(4-methoxybenzyl)benzo[cd]indol-2(1H)-one FC1=C(C=CC=C1)N1CCN(CC1)C(C)C1=CC=C(CC=2C=3C4=C(C(N(C4=CC2)CC2=CC=C(C=C2)OC)=O)C=CC3)C=C1